ClC=1SC(=CN1)CN1COCN(C1=N[N+](=O)[O-])C 3-[(2-chloro-1,3-thiazol-5-yl)methyl]-5-methyl-N-nitro-1,3,5-oxadiazinan-4-imine